methyl 6-(2,4-dichlorophenyl)-5-{4-[1-(3-fluoro-propyl)-pyrrolidin-3-yloxy]-phenyl}-8,9-dihydro-7H-benzocycloheptene-2-carboxylate ClC1=C(C=CC(=C1)Cl)C1=C(C2=C(CCC1)C=C(C=C2)C(=O)OC)C2=CC=C(C=C2)OC2CN(CC2)CCCF